(1-methyl-6-(5-(piperidin-3-ylmethyl)-2,5-diazabicyclo[4.1.0]heptan-2-yl)-1H-indazol-3-yl)dihydropyrimidine-2,4(1H,3H)-dione CN1N=C(C2=CC=C(C=C12)N1C2CC2N(CC1)CC1CNCCC1)N1C(NC(CC1)=O)=O